2-[3-[2-cyano-2-(1,2,4-triazol-1-yl)vinyl]phenyl]ethyl (2,5-dioxopyrrolidin-1-yl) carbonate C(OCCC1=CC(=CC=C1)C=C(N1N=CN=C1)C#N)(ON1C(CCC1=O)=O)=O